(R)-1-(3-(1-((6-amino-2-methyl-7-(methylamino)quinazolin-4-yl)amino)ethyl)-2-fluorophenyl)-1,1-difluoro-2-methylpropan-2-ol NC=1C=C2C(=NC(=NC2=CC1NC)C)N[C@H](C)C=1C(=C(C=CC1)C(C(C)(O)C)(F)F)F